2-morpholino-9-pyrazol-1-yl-4-(4-pyridylamino)-6H-pyrimido[5,4-c]quinolin-5-one O1CCN(CC1)C=1N=C(C=2C(NC=3C=CC(=CC3C2N1)N1N=CC=C1)=O)NC1=CC=NC=C1